3-amino-3-(3-chloro-2-fluorophenyl)propan-1-ol NC(CCO)C1=C(C(=CC=C1)Cl)F